5-((2-(3-(4-chlorophenyl)azetidin-1-yl)-5,5-dioxido-7,8-dihydro-6H-thiopyrano[3,2-d]pyrimidin-4-yl)amino)pyridin-2(1H)-one ClC1=CC=C(C=C1)C1CN(C1)C=1N=C(C2=C(N1)CCCS2(=O)=O)NC=2C=CC(NC2)=O